C(CCCCCCCC)C1=CC=C(C=C1)OP(O)(=O)C1=CC=C(C=C1)CCCCCCCCC (p-nonylphenyl)(p-nonylphenyl)phosphonic acid